ClC=1N=C(SC1)C=1N=NN(C1)[C@@H]1[C@H]([C@@H](SC=2C=C3C(=NC2)N=CS3)O[C@@H]([C@@H]1O)CO)OC Thiazolo[4,5-b]pyridin-6-yl 3-[4-(4-chlorothiazol-2-yl)-1H-1,2,3-triazol-1-yl]-3-deoxy-2-O-methyl-1-thio-alpha-D-galactopyranoside